N1-(oxetan-3-yl)-N2-(5-(1-(4-(trifluoromethyl)phenyl)-1H-pyrazol-4-yl)-1H-indol-3-yl)oxalamide O1CC(C1)NC(C(=O)NC1=CNC2=CC=C(C=C12)C=1C=NN(C1)C1=CC=C(C=C1)C(F)(F)F)=O